OC1=C(C(=CC=C1)O)CCC=1C=C(C(=C(C1)O)C)O 5-[2-(2,6-Dihydroxyphenyl)ethyl]-2-methylbenzene-1,3-diol